CC1=CC=CC(=N1)C1=NN(C=C1C1=CC=NC2=CC=CC=C12)C(NC1=CC=CC=C1)=S 3-(6-methyl-2-pyridyl)-N-phenyl-4-(4-quinolyl)-1H-pyrazole-1-thioamide